NC(=CC(=O)O)CC1=C(C=C(C(=C1)F)F)F 3-amino-4-(2,4,5-trifluorophenyl)-butenoic acid